ClC=1C(=C(C=CC1)C(CC(C#N)=C)O)C=1C=NN(C1)C 4-(3-chloro-2-(1-methyl-1H-pyrazol-4-yl)phenyl)-4-hydroxy-2-methylenebutanenitrile